C(C)(C)(C)OC(N(C)CCN(C(CCl)=O)C12CC(NC3=NC(=CC=C13)C(OC)OC)C2)=O N-(2-(2-chloro-N-(7-(dimethoxymethyl)-1,2,3,4-tetrahydro-2,4-methylene-1,8-naphthyridin-4-yl)acetamido)ethyl)-N-methylcarbamic acid tert-butyl ester